N(=[N+]=[N-])C=1C(=C(C=O)C=CC1)Cl 3-azido-2-chlorobenzaldehyde